N-(hydroxyethyl)methacrylamide OCCNC(C(=C)C)=O